[N+](=O)([O-])C=1N=C(NC1)C 4-nitro-2-methylimidazole